2-[(1,4-Dimethyl-4-piperidyl)methyl]-5-[(2R,5S)-5-methyl-2-piperidyl]-1,3-benzothiazole CN1CCC(CC1)(C)CC=1SC2=C(N1)C=C(C=C2)[C@@H]2NC[C@H](CC2)C